CN1CCCC2=C(C=CC=C12)N1N=CC(=C1C(F)(F)F)C(=O)N 1-(1-methyl-1,2,3,4-tetrahydroquinolin-5-yl)-5-(trifluoromethyl)-1H-pyrazole-4-carboxamide